C(C)S(=O)(=O)C1=CN=CN1C 5-ethylsulfonyl-1-methyl-imidazol